CON(C(=O)C1=CC2=C(C=C(C=3N(C=NC32)COCC[Si](C)(C)C)OC)S1)C N,4-dimethoxy-N-methyl-3-(2-(trimethylsilyl)ethoxy)methyl-3H-thieno[3',2':3,4]benzo[1,2-d]imidazole-7-carboxamide